3-chloro-5-(ethoxycarbonyl)-1-(4-fluorophenyl)-6-oxo-1,6-dihydropyridine-2-carboxylic acid ClC1=C(N(C(C(=C1)C(=O)OCC)=O)C1=CC=C(C=C1)F)C(=O)O